3-(3-Chloro-4-hydroxyphenyl)-1-(4-morpholin-4-ylphenyl)prop-2-en-1-one ClC=1C=C(C=CC1O)C=CC(=O)C1=CC=C(C=C1)N1CCOCC1